O[C@H](CNC(OC(C)(C)C)=O)[C@@H](CNC=1C=CC2=C(NC(CO2)=O)C1)O tert-butyl N-[(2R,3R)-2,3-dihydroxy-4-[(3-oxo-4H-1,4-benzoxazin-6-yl)amino]butyl]carbamate